sodium (S)-4-(5-(3-((2-((S)-3-carboxylatobutanoyl)-4-fluoro-6-methoxybenzo[b]thiophen-5-yl) oxy) propoxy)-6-methoxyisoindolin-2-yl)-2-methyl-4-oxobutanoate C(=O)([O-])[C@H](CC(=O)C1=CC2=C(S1)C=C(C(=C2F)OCCCOC=2C=C1CN(CC1=CC2OC)C(C[C@@H](C(=O)[O-])C)=O)OC)C.[Na+].[Na+]